C(C)OC([C@H](CCCl)N)=O (S)-4-chloro-2-aminobutyric acid ethyl ester